5-Hydroxytridecanoic acid OC(CCCC(=O)O)CCCCCCCC